3H-1,3-thiazole-2-thione S1C(NC=C1)=S